C1(=CC=CC=C1)C(C1=CC=CC=C1)=NC=1C=C2C(=NC1C(=O)OC)N(C=N2)C methyl 6-((diphenylmethylene)amino)-3-methyl-3H-imidazo[4,5-b]pyridine-5-carboxylate